O1CCC(=CC1)C=1C(NC=CC1)=O 3-(3,6-dihydro-2H-pyran-4-yl)-1H-pyridin-2-one